C(CCCCCCC\C=C/CCCCCCCC)(=O)OC1=CC=CC=C1 Phenyl oleate